3-(4-chlorophenyl)-1-isopropyl-2,4-dioxo-1,2,3,4-tetrahydropyrimidine-5-carboxylic acid ClC1=CC=C(C=C1)N1C(N(C=C(C1=O)C(=O)O)C(C)C)=O